2-((4-(((S)-2-hydroxy-1-phenylethyl)amino)-5-(5-methyl-1,3,4-oxadiazol-2-yl)pyridin-2-yl)amino)-7-methyl-6,7-dihydro-5H-pyrrolo[3,4-b]pyridin-5-one OC[C@H](C1=CC=CC=C1)NC1=CC(=NC=C1C=1OC(=NN1)C)NC1=CC=C2C(=N1)C(NC2=O)C